OC1=C(C(=O)N)C=C(C(=C1O)O)CC1=C(C=CC=C1)C(C)C 2,3,4-trihydroxy-5-[(2-propan-2-ylphenyl)methyl]Benzamide